FC(C=1C=NN(C1)C1=C(C=CC=C1)O)(F)F 2-[4-(trifluoromethyl)pyrazol-1-yl]phenol